(S)-[4-bromo-5-fluoro-2-(3-isoxazolyl)phenoxy]cyclopropylacetic acid BrC1=CC(=C(O[C@H](C(=O)O)C2CC2)C=C1F)C1=NOC=C1